CC1(OCCC(C1)C=1C=C2C=C(NC2=CC1)C(=O)N(C1=CC=CC=C1)C)C 5-(2,2-dimethyl-tetrahydro-2H-pyran-4-yl)-N-methyl-N-phenyl-1H-indole-2-carboxamide